FC=1C=CC(=NC1)C1=C(NC(=C(C1=O)C(=O)O)COC)C 5-Fluoro-6'-(methoxymethyl)-2'-methyl-4'-oxo-1',4'-dihydro-[2,3'-bipyridine]-5'-carboxylic acid